The molecule is a hydrate that is the heptahydrate form of magnesium sulfate. It has a role as a laxative and a cathartic. It is a magnesium salt and a hydrate. It contains a magnesium sulfate. O.O.O.O.O.O.O.[O-]S(=O)(=O)[O-].[Mg+2]